3-piperidinylpropanamine N1(CCCCC1)CCCN